ClC1=C(C(=NC(=N1)C(F)(F)F)N1CC=2C=C(C=NC2CC1)NC=1C(=NC=CC1)F)C 6-(6-chloro-5-methyl-2-(trifluoromethyl)pyrimidin-4-yl)-N-(2-fluoropyridin-3-yl)-5,6,7,8-tetrahydro-1,6-naphthyridin-3-amine